(S)-2-Chloro-4-(3-(dimethylamino)-3-(3-(trifluoromethyl)-phenethyl)-piperidin-1-yl)-6-methyl-N-(pyrimidin-4-yl)benzenesulfonamide formate C(=O)O.ClC1=C(C(=CC(=C1)N1C[C@@](CCC1)(CCC1=CC(=CC=C1)C(F)(F)F)N(C)C)C)S(=O)(=O)NC1=NC=NC=C1